C(C)(C)(C)OC(=O)N1C(CN(CC1)C1=CC2=C(N(C(O2)=O)CCBr)C=C1)(C)C 4-[3-(2-bromoethyl)-2-oxo-1,3-benzoxazol-6-yl]-2,2-dimethylpiperazine-1-carboxylic acid tert-butyl ester